CC(=CC[C@@H]1[C@@](O1)(C)[C@H]2[C@@H]([C@@H](CC[C@]23CO3)OC(=O)NC(=O)CCl)OC)C The molecule is a carbamate ester that is fumagillol in which the hydroxy group has been converted to the corresponding N-(chloroacetyl)carbamate derivative. It has a role as a methionine aminopeptidase 2 inhibitor, a retinoic acid receptor alpha antagonist, an angiogenesis inhibitor, an antineoplastic agent and an EC 1.5.1.3 (dihydrofolate reductase) inhibitor. It is a carbamate ester, a sesquiterpenoid, an organochlorine compound, a semisynthetic derivative and a spiro-epoxide. It derives from a fumagillol.